(+/-)-4-(1H-indol-6-yl)-2-methyl-1,2,5,6-tetrahydropyridine-1,3-dicarboxylic acid 1-tert-butyl 3-ethyl ester C(C)OC(=O)C=1[C@H](N(CCC1C1=CC=C2C=CNC2=C1)C(=O)OC(C)(C)C)C |r|